C(CCCCCCCC\C=C/CCCC)(=O)O cis-10-pentadecenic acid